3-(benzo[d]thiazol-5-yl)-N-(4-(4-(4-methylpiperazin-1-yl)-4-oxobutyl)-1-phenyl-1H-imidazol-2-yl)benzamide S1C=NC2=C1C=CC(=C2)C=2C=C(C(=O)NC=1N(C=C(N1)CCCC(=O)N1CCN(CC1)C)C1=CC=CC=C1)C=CC2